ICCOCCOCCI 1,2-bis(2-iodoethoxy)-ethane